ClC1=NC2=C(C=CN=C2C(=C1)C)OC1CC1 2-chloro-8-cyclopropyloxy-4-methyl-1,5-naphthyridine